CN1C(=[N+](C=C1)CC)C 1,2-dimethyl-3-ethylimidazolium